ClC1=NC=C2C=C(C(N(C2=C1)C)=O)C=1C=NC=C(C1C)F 7-chloro-3-(5-fluoro-4-methylpyridin-3-yl)-1-methyl-1,6-naphthyridin-2-one